FC1=C(CNC2=NC(N3C(N4C(CSCC4)C3)=C2)=O)C=CC=C1F 7-((2,3-Difluoro-benzyl)amino)-3,4,11,11a-tetrahydro-pyrimido[6',1':2,3]imidazo[5,1-c][1,4]thiazin-9(1H)-one